(2S,3R)-3-amino-2-hydroxyl-4-phenyl-N-(thiazole-2-ylmethyl)butanamide hydrochloride Cl.N[C@@H]([C@@H](C(=O)NCC=1SC=CN1)O)CC1=CC=CC=C1